C(#N)[C@H](CC1=CC=C(C=C1)C1=CCC2C(N(C(O2)=O)C)=C1)NC(=O)[C@H]1OCC(CNC1)C (2S)-N-((1S)-1-cyano-2-(4-(3-methyl-2-oxo-2,3,7,7a-tetrahydrobenzo[d]oxazol-5-yl)phenyl)ethyl)-6-methyl-1,4-oxazepane-2-carboxamide